(4R)-N-[(4S)-2,2-dimethylchroman-4-yl]-4-(2-imino-4,4-dimethyl-6-oxo-hexahydropyrimidin-1-yl)-1,1-dioxo-3,4-dihydro-2H-thiochromene-6-carboxamide CC1(OC2=CC=CC=C2[C@H](C1)NC(=O)C=1C=C2[C@@H](CCS(C2=CC1)(=O)=O)N1C(NC(CC1=O)(C)C)=N)C